C(C)(C)S(=O)(=NC1=CC=C(C=C1)C1=NOC(=N1)C(F)(F)F)C1=NC=CC=C1 isopropyl(pyridin-2-yl)((4-(5-(trifluoromethyl)-1,2,4-oxadiazol-3-yl)phenyl)imino)-λ6-sulfanone